1-methylethyl-4-methyl-5-aminopyrazole CC(C)C1=NNC(=C1C)N